8-CHLORO-6-(TRIFLUOROMETHYL)IMIDAZO[1,2-A]PYRIDIN-2-CARBALDEHYDE ClC=1C=2N(C=C(C1)C(F)(F)F)C=C(N2)C=O